C(C)NS(=O)(=O)C1=CC(=C(C=C1)NC([C@H](CC1=CC=CC=C1)NC(C1=CC=C(C=C1)F)=O)=O)OC (S)-N-(1-(4-(N-ethylsulfamoyl)-2-methoxyphenylamino)-1-oxo-3-phenylpropan-2-yl)-4-fluorobenzamide